2-(2,6-dioxopiperidin-3-yl)-5-(2-(4-((1-(6-((2-methylpyridin-4-yl)amino)-1,5-naphthyridin-2-yl)azetidin-3-yl)oxy)piperidin-1-yl)ethoxy)isoindoline O=C1NC(CCC1N1CC2=CC=C(C=C2C1)OCCN1CCC(CC1)OC1CN(C1)C1=NC2=CC=C(N=C2C=C1)NC1=CC(=NC=C1)C)=O